Cl.Cl.CN(C=1SC2=C(N=NC(=C2)C2=C(C=C(C=C2)C=2C=NNC2)O)N1)[C@@H]1CN(CCC1)C 2-(6-{Methyl-[(3S)-1-methylpiperidin-3-yl]amino}[1,3]thiazolo[4,5-c]pyridazin-3-yl)-5-(1H-pyrazol-4-yl)phenol-Dihydrochlorid